N3-benzyl-4,5-di(4'-fluorophenyl)imidazole C(C1=CC=CC=C1)N1C=NC(=C1C1=CC=C(C=C1)F)C1=CC=C(C=C1)F